C1(CCCCC1)CCNN1CCN(CC1)C=1SC2=C(C(N1)=O)C=C(C=C2[N+](=O)[O-])C(F)(F)F (4-((2-cyclohexylethyl)amino)piperazin-1-yl)-8-nitro-6-(trifluoromethyl)-4H-benzo[e][1,3]thiazin-4-one